2,3,4,6,7,8,9,10-octahydropyrimido[1,2-a]azepin-1-ium 1H-imidazole-1-carboxylate N1(C=NC=C1)C(=O)[O-].[NH+]=1CCCN2C1CCCCC2